C(C)(C)(C)C1=CC=C(N=N1)N1CCC(CC1)CN1N=C(C=CC1=O)N1N=CC=C1 2-[[1-(6-tert-butylpyridazin-3-yl)piperidin-4-yl]methyl]-6-pyrazol-1-ylpyridazin-3-one